1-(4-(3,4-dichlorophenyl)-5-(isopropylsulfanyl)thiazol-2-yl)-3-methyl-4-(pyrimidin-5-yl)-1H-pyrazole-5-carboxylic acid ClC=1C=C(C=CC1Cl)C=1N=C(SC1SC(C)C)N1N=C(C(=C1C(=O)O)C=1C=NC=NC1)C